FC=1C=C2C(C=CNC2=CC1OC)=O 6-fluoro-7-methoxyquinolin-4(1H)-one